BrC1=CC2=C(N(C([C@@H](CC2)NC(=O)C2=NC=CC(=C2)OC2=CC=C(C=C2)F)=O)C)N=C1 |r| (±)-N-(3-bromo-9-methyl-8-oxo-6,7,8,9-tetrahydro-5H-pyrido[2,3-b]Azepin-7-yl)-4-(4-fluorophenoxy)pyridine-2-carboxamide